(2E)-but-2-enamide C(\C=C\C)(=O)N